2-cyclobutoxy-4-ethyl-5-nitropyridine C1(CCC1)OC1=NC=C(C(=C1)CC)[N+](=O)[O-]